C(C)C(CN)CCN 2-ethylbutane-1,4-diamine